3-(4-(9-(4-((3R,5R)-5-((5-chloro-1-methyl-6-oxo-1,6-dihydropyridazin-4-yl)amino)-1-methylpiperidin-3-yl)benzoyl)-3,9-diazaspiro[5.5]undecan-3-yl)-2-methoxyphenyl)piperidine-2,6-dione ClC1=C(C=NN(C1=O)C)N[C@@H]1C[C@@H](CN(C1)C)C1=CC=C(C(=O)N2CCC3(CCN(CC3)C3=CC(=C(C=C3)C3C(NC(CC3)=O)=O)OC)CC2)C=C1